(S)-N-hydroxy-3-(4-hydroxyphenyl)-2-(4-((N-methyl-5-phenylthiophene-2-sulfonamido)methyl)-1H-1,2,3-triazol-1-yl)propenamide ONC(C(=CC1=CC=C(C=C1)O)N1N=NC(=C1)CN(S(=O)(=O)C=1SC(=CC1)C1=CC=CC=C1)C)=O